tert-butyl (3R,4R)-3-(acetyloxy)-4-{[5-chloro-7-(1-ethylcyclobutyl)-6-iodopyrrolo[2,1-f][1,2,4]triazin-2-yl]amino}piperidine-1-carboxylate C(C)(=O)O[C@@H]1CN(CC[C@H]1NC1=NN2C(C=N1)=C(C(=C2C2(CCC2)CC)I)Cl)C(=O)OC(C)(C)C